nonyl 8-((3-aminopropyl)(6-((4,4-bis(octyloxy)butanoyl)oxy)hexyl)amino)octanoate NCCCN(CCCCCCCC(=O)OCCCCCCCCC)CCCCCCOC(CCC(OCCCCCCCC)OCCCCCCCC)=O